europium(III) chloride [Cl-].[Eu+3].[Cl-].[Cl-]